ClC1=NN2C(N=CC3=C2C(CN3C(=O)NC=3C=NC(=C(C3)Cl)N3N=CC=N3)(C)C3CC3)=C1 2-chloro-N-(5-chloro-6-(2H-1,2,3-triazol-2-yl)pyridin-3-yl)-8-cyclopropyl-8-methyl-7,8-dihydro-6H-pyrazolo[1,5-a]pyrrolo[2,3-e]pyrimidine-6-carboxamide